C(C)(C)(C)C1=CC=C(C=C1)C(=O)N[C@H](C(=O)N[C@H](C(=O)N[C@H](C(=O)N[C@H](C(=O)N[C@H](C(=O)OC)CO)CCCCN(CC)CC)CC(C)C)C)CC1=CC=CC=C1 methyl (2S)-2-[(2S)-2-[(2S)-2-[(2S)-2-[(2S)-2-[(4-tert-butylphenyl)formamido]-3-phenylpropanamido]propanamido]-4-methylpentanamido]-6-(diethylamino)hexanamido]-3-hydroxypropanoate